C(COCC(=O)[O-])(=O)OCCCCCCCCCCCC.[Na+] sodium lauryl diglycolate